C(C(=C)C)(=O)O.C(C(=C)C)(=O)O.C(C(=C)C)(=O)O.CC1C(C1C)C trimethylcyclopropane trimethacrylate